5-((2-chloropyridin-4-yl)oxy)-4-phenylthiazol ClC1=NC=CC(=C1)OC1=C(N=CS1)C1=CC=CC=C1